Butyl 3-(2-bromophenyl)piperazine-1-carboxylate BrC1=C(C=CC=C1)C1CN(CCN1)C(=O)OCCCC